4-(2-chlorophenyl)-7-(4-methyl-1,3-thiazol-5-yl)-2-(2-(2-propenoyl)-2,6-diazaspiro[3.4]octan-6-yl)-3-quinolinecarbonitrile ClC1=C(C=CC=C1)C1=C(C(=NC2=CC(=CC=C12)C1=C(N=CS1)C)N1CC2(CN(C2)C(C=C)=O)CC1)C#N